O=C1COC2=C(N1)C=CC(=C2)NCC=2C=C(C(=O)NC=1C=NC=CC1)C=CC2 3-{[(3-oxo-3,4-dihydro-2H-1,4-benzoxazin-7-yl)amino]Methyl}-N-(pyridin-3-yl)benzamide